3-((tert-butyldimethylsilyl)oxy)-2,2-dimethylpropan-1-ol [Si](C)(C)(C(C)(C)C)OCC(CO)(C)C